(5-((2,6-dioxopiperidin-3-yl)amino)pyrazin-2-yl)methyl methanesulfonate CS(=O)(=O)OCC1=NC=C(N=C1)NC1C(NC(CC1)=O)=O